IC1=C(C=CC=C1)B1OC(C(O1)(C)C)(C)C 1-iodo-2-(4,4,5,5-tetramethyl-1,3,2-dioxaborolane-2-yl)benzene